5-[2-(3-Fluorocyclobutyl)-5-(trifluoromethyl)imidazo[4,5-b]pyridin-3-yl]indolin FC1CC(C1)C1=NC=2C(=NC(=CC2)C(F)(F)F)N1C=1C=C2CCNC2=CC1